[Si](C)(C)(C(C)(C)C)OC[C@@H]1[C@H](C[C@@H](O1)C1=CC=C2C(=NC=NN21)NC(C2=CC=CC=C2)(C2=CC=CC=C2)C2=CC=C(C=C2)OC)OC(C2=CC=CC=C2)(C2=CC=CC=C2)C2=CC=C(C=C2)OC 7-((2R,4S,5R)-5-(((tert-butyldimethylsilyl)oxy)methyl)-4-((4-methoxyphenyl)diphenylmethoxy)tetrahydrofuran-2-yl)-N-((4-methoxyphenyl)diphenylmethyl)pyrrolo[2,1-f][1,2,4]triazin-4-amine